[Hg](F)F mercury(II) fluoride